4-(7-fluoroimidazo[1,2-a]pyridin-3-yl)-7-((2,3,5,6,7',8'-hexahydro-6'H-spiro[pyran-4,5'-[1,7]naphthyridine]-2'-yl)amino)isoindol-1-one FC1=CC=2N(C=C1)C(=CN2)C2=C1C=NC(C1=C(C=C2)NC2=NC=1CNCC3(C1C=C2)CCOCC3)=O